1-cyclopropyl-N-(1-(1-(2-methyl-2H-indazol-5-yl)ethyl)azetidin-3-yl)-1H-1,2,3-triazole-4-carboxamide C1(CC1)N1N=NC(=C1)C(=O)NC1CN(C1)C(C)C1=CC2=CN(N=C2C=C1)C